COC1=CC=C(CN(CCCC2CCC3(CCNCC3)CC2)C)C=C1 N-(4-methoxybenzyl)-N-methyl-3-(3-azaspiro[5.5]undecan-9-yl)propane-1-amine